BrC1=C(C=C2C(=NC(=NC2=C1F)F)N1CC2CCC(C1)N2C(=O)OC(C)(C)C)C=C tert-butyl 3-(7-bromo-2,8-difluoro-6-vinylquinazolin-4-yl)-3,8-diazabicyclo[3.2.1]octane-8-carboxylate